COC=1C=C(C=C(C1)N1CCN(CC1)C)NC1=CC=NC2=CC=C(C=C12)OC(F)(F)F N-(3-methoxy-5-(4-methylpiperazin-1-yl)phenyl)-6-(trifluoromethoxy)quinolin-4-amine